C(#CC)[Mg]Br 1-propynylmagnesium bromide